(R)-7-(3-Methoxybenzyl)-6-(methoxymethyl)-2-(5-methyl-2-((1-methyl-1H-pyrazol-5-yl)amino)pyrimidin-4-yl)-6,7-dihydroimidazo[1,2-a]pyrazin-8(5H)-one COC=1C=C(CN2C(C=3N(C[C@@H]2COC)C=C(N3)C3=NC(=NC=C3C)NC3=CC=NN3C)=O)C=CC1